tetraoxaheptane OOOOCCC